succinimide succinate succinimidyl-glutarate C1(CCC(N1C(C(=O)O)CCC(=O)O)=O)=O.C(CCC(=O)O)(=O)O.C1(CCC(N1)=O)=O